1,3-bis(4-bromophenyl)thiourea BrC1=CC=C(C=C1)NC(=S)NC1=CC=C(C=C1)Br